[1,1'-biphenyl]-3-yl-(3-methyl-4-phenylpiperazin-1-yl)methanone C1(=CC(=CC=C1)C(=O)N1CC(N(CC1)C1=CC=CC=C1)C)C1=CC=CC=C1